N-{(1R)-1-[6-(Difluoromethyl)pyridin-3-yl]ethyl}-3-(5-methyl-1,3-thiazol-2-yl)-5-[(2R)-morpholin-2-ylmethoxy]benzamide FC(C1=CC=C(C=N1)[C@@H](C)NC(C1=CC(=CC(=C1)OC[C@H]1CNCCO1)C=1SC(=CN1)C)=O)F